7-methoxy-5-methyl-2-((4-trifluoromethylbenzyl)thio)-4H-benzo[d][1,3]oxazin-4-one COC=1C=C(C2=C(N=C(OC2=O)SCC2=CC=C(C=C2)C(F)(F)F)C1)C